3-(3'-(4-(1H-imidazol-2-yl)phenyl)-5-(4-methoxyphenyl)-1'-phenyl-3,4-dihydro-1'H,2H-[3,4'-bipyrazole]-2-carbonyl)benzoic acid N1C(=NC=C1)C1=CC=C(C=C1)C1=NN(C=C1C1N(N=C(C1)C1=CC=C(C=C1)OC)C(=O)C=1C=C(C(=O)O)C=CC1)C1=CC=CC=C1